C(OCCC[Si](OC)(OC)OC)(OCCC[Si](OC)(OC)OC)=O bis(3-(trimethoxysilyl) propyl) carbonate